NC1=NC=CC(=C1Cl)SC=1C=2N(C(=NC1)N1CCC3(CCN(CC3NC(OC(C)(C)C)=O)S(=O)(=O)CC)CC1)C=CN2 tert-butyl (9-(8-((2-amino-3-chloropyridin-4-yl)thio)imidazo[1,2-c]pyrimidin-5-yl)-3-(ethylsulfonyl)-3,9-diazaspiro[5.5]undec-1-yl)carbamate